(1r,4r)-N1-(4-(6-Bromoimidazo[1,2-a]pyridin-3-yl)-5-fluoropyrimidin-2-yl)cyclohexane-1,4-diamine BrC=1C=CC=2N(C1)C(=CN2)C2=NC(=NC=C2F)NC2CCC(CC2)N